3-(4-(2-hexyldecyl)-1-piperazinyl)-1,2-propanediol C(CCCCC)C(CN1CCN(CC1)CC(CO)O)CCCCCCCC